C(C1=CC=CC=C1)OC1=C(C(=O)NC2=C(N=C(N2)Br)C(=O)N)C=CC=C1 5-(2-(benzyloxy)benzamido)-2-bromo-1H-imidazole-4-carboxamide